ClC=1N=C(N2C1C(=CC(=C2)S(=O)(=O)NC2(CC2)C)N2CCC(CC2)C(C)(C)O)C=2SC(=NN2)C(F)F 1-chloro-3-(5-(difluoromethyl)-1,3,4-thiadiazol-2-yl)-8-(4-(1-hydroxy-1-methyl-ethyl)-1-piperidyl)-N-(1-methylcyclopropyl)imidazo[1,5-a]pyridine-6-sulfonamide